FC(C)(F)C1=NC(=CC(=N1)NC1=CC(=NC=C1OCC(C)(C)OC)NC(C)=O)C N-(4-((2-(1,1-difluoroethyl)-6-methylpyrimidin-4-yl)amino)-5-(2-methoxy-2-methylpropoxy)pyridin-2-yl)acetamide